C(C)OP(=O)(OCC)CC[N+]1=NC=C(C=C1)C1=NC=CC=N1 1-(2-diethoxyphosphorylethyl)-4-pyrimidin-2-yl-pyridazin-1-ium